4-((1H-pyrazol-1-yl)methyl)-3-methoxy-N-((2-methoxy-6-(2,2,2-trifluoroethoxy)phenyl)sulfonyl)benzamide N1(N=CC=C1)CC1=C(C=C(C(=O)NS(=O)(=O)C2=C(C=CC=C2OCC(F)(F)F)OC)C=C1)OC